O-(2-morpholinoethyl)-L-serine hydrochloride Cl.O1CCN(CC1)CCOC[C@H](N)C(=O)O